1-(4-iodopyridin-2-yl)azetidin-3-ol IC1=CC(=NC=C1)N1CC(C1)O